FC=1C=C(C=CC1F)CN1N=C(N=C1)C(=O)OC Methyl 1-[(3,4-difluorophenyl) methyl]-1,2,4-triazole-3-carboxylate